ClC=1C(=C(C=CC1)N1CC(C2(CC1)C=1C=CC(=NC1C(N(C2)C2CNCC2)=O)C=2C(=NC=CC2)OCC)CC)C(F)(F)F 1'-[3-chloro-2-(trifluoromethyl)phenyl]-2-(2-ethoxypyridin-3-yl)-3'-ethyl-7-pyrrolidin-3-ylspiro[6H-1,7-naphthyridine-5,4'-piperidine]-8-one